Cl.C[C@@H]1N(CCNC1)C(=O)OC(C)C Isopropyl (2S)-2-methylpiperazine-1-carboxylate hydrochloride